5-cyclododecylidenepentyl (2-(trimethylammonio)ethyl) phosphate P(=O)(OCCCCC=C1CCCCCCCCCCC1)(OCC[N+](C)(C)C)[O-]